4-(2,5-diazabicyclo[2.2.1]heptane-2-yl)-2-(2,6-dioxopiperidin-3-yl)-5-fluoroisoindoline C12N(CC(NC1)C2)C2=C1CN(CC1=CC=C2F)C2C(NC(CC2)=O)=O